ClC1=C(C=CC2=C1C(=NCC=1N2N=C(N1)C(F)F)C1=C(C=CC=C1F)F)Cl 7,8-dichloro-2-(difluoromethyl)-6-(2,6-difluorophenyl)-4H-[1,2,4]triazolo[1,5-a][1,4]benzodiazepine